4-(3-methyl-4-methylsulfonyl-phenyl)-3-(trifluoromethoxy)-1H-pyrazolo[4,3-b]pyridin-5-one CC=1C=C(C=CC1S(=O)(=O)C)N1C2=C(C=CC1=O)NN=C2OC(F)(F)F